4-[[5-[(3R,5R)-3,5-dimethyl-morpholin-4-yl]-2-pyridyl]amino]-2-[2-fluoro-5-methoxy-4-(piperidine-1-carbonyl)phenyl]-6H-1,6-naphthyridin-5-one C[C@H]1N([C@@H](COC1)C)C=1C=CC(=NC1)NC1=CC(=NC=2C=CNC(C12)=O)C1=C(C=C(C(=C1)OC)C(=O)N1CCCCC1)F